C(#N)C=1C(=NC=CC1C)N1N(C(=C(C1=O)NC(C1=CC=C(C=C1)OC(F)F)=O)C1=C(C=C(C=C1F)OC)F)C N-[2-(3-cyano-4-methylpyridin-2-yl)-5-(2,6-difluoro-4-methoxyphenyl)-1-methyl-3-oxo-2,3-dihydro-1H-pyrazol-4-yl]-4-(difluoromethoxy)benzamide